O=C1NC(CCC1C=1C=C(C=CC1)C#CCC=1C(=NC=CC1)C(=O)N)=O (3-(3-(2,6-dioxopiperidin-3-yl)phenyl)prop-2-yn-1-yl)picolinamide